phenylalanine, methyl ester hydrochloride Cl.N[C@@H](CC1=CC=CC=C1)C(=O)OC